(S)-2-(2-hydroxy-1-methoxyethoxy)ethyl 4-methylbenzenesulfonate CC1=CC=C(C=C1)S(=O)(=O)OCCO[C@@H](CO)OC